C(C)(C)(C)NC(O[C@H]1C[C@H](CC1)C1=CC(=NN1)NC(CC=1SC(=CN1)OC)=O)=O (1R,3S)-3-(3-{[(5-methoxy-1,3-thiazol-2-yl)acetyl]amino}-1H-pyrazol-5-yl)cyclopentyl tert-butylcarbamate